8-(8,8-difluoro-2,6-diazaspiro[3.4]octan-6-yl)-6-methyl-N-(1-((2-(1-methylcyclopropyl)ethyl)sulfonyl)piperidin-4-yl)pyrido[3,4-d]pyrimidin-2-amine FC1(CN(CC12CNC2)C2=NC(=CC1=C2N=C(N=C1)NC1CCN(CC1)S(=O)(=O)CCC1(CC1)C)C)F